C(=O)C1=C(C=CC(=C1)C(=O)O)C1=CC=CC=C1 formyl-[1,1'-biphenyl]-4-carboxylic acid